[N+](=O)([O-])C=1C=CC(=C(C1)NC(OC(C)(C)C)=O)N1C(CN(CC1)C1CCOCC1)C(F)(F)F tert-butyl N-[5-nitro-2-[4-(oxan-4-yl)-2-(trifluoromethyl)piperazin-1-yl] phenyl]carbamate